COC[C@@H](C1=CC=CC=C1)N (1R)-2-methoxy-1-phenyl-ethylamine